4-chloro-7-(1-methylpyrazol-4-yl)phthalazine ClC1=NN=CC2=CC(=CC=C12)C=1C=NN(C1)C